BrC1=C(C=NN(C1=O)C)N[C@@H]1C[C@@H](CN(C1)C)C1=CC=C(C(=O)N2CCN(CC2)C=2C=C3C(N(C(C3=CC2)=O)C2C(NC(CC2)=O)=O)=O)C=C1 5-(4-(4-((3R,5R)-5-((5-bromo-1-methyl-6-oxo-1,6-dihydropyridazin-4-yl)amino)-1-methylpiperidin-3-yl)benzoyl)piperazin-1-yl)-2-(2,6-dioxopiperidin-3-yl)isoindoline-1,3-dione